2-methoxy-4,5-bis(1-methyl-1H-pyrazol-4-yl)pyridine COC1=NC=C(C(=C1)C=1C=NN(C1)C)C=1C=NN(C1)C